2-amino-N-(3-(hydroxymethyl)bicyclo[1.1.1]pent-1-yl)-5-(4-(3-isopropyl-3-azabicyclo[3.1.0]hex-1-yl)phenyl)nicotinamide NC1=C(C(=O)NC23CC(C2)(C3)CO)C=C(C=N1)C1=CC=C(C=C1)C13CN(CC3C1)C(C)C